Cl.BrC=1C=C(C(N(C1)C)=O)NC1=NC=C(C=C1)N1[C@H](CNCC1)C (S)-5-bromo-1-methyl-3-((5-(2-methylpiperazin-1-yl)pyridin-2-yl)amino)pyridin-2(1H)-one hydrochloride